7-(methoxycarbonyl)bicyclo[3.2.0]heptane-6-carboxylic acid COC(=O)C1C(C2CCCC12)C(=O)O